NC(C(=O)O)CC1=CC=C(C=C1)C 2-amino-3-(p-tolyl)propanoic acid